2'-chloro-N-(5-(cyclopropylmethyl)-1,3,4-thiadiazol-2-yl)-5'-methoxy-6-methyl-(4,4'-bipyridine)-3-carboxamide ClC1=NC=C(C(=C1)C1=C(C=NC(=C1)C)C(=O)NC=1SC(=NN1)CC1CC1)OC